(R)-N-(2-Ethynylthiazol-4-yl)-2-(hydroxymethyl)-4-(3'-(pyrrolidin-1-yl)-[1,1'-biphenyl]-4-yl)piperazine-1-carboxamide C(#C)C=1SC=C(N1)NC(=O)N1[C@H](CN(CC1)C1=CC=C(C=C1)C1=CC(=CC=C1)N1CCCC1)CO